CN1C=NC=2C1=NC=C(C2)C(C)=O 1-(3-methyl-3H-imidazo[4,5-b]pyridin-6-yl)ethan-1-one